C[C@H]1C[C@]2([C@H]([C@H]1O)[C@@H](/C(=C\\C[C@H]3[C@H](C3(C)C)/C=C(/C2=O)\\C)/C)O)OC(=O)C4=CC=CC=C4 The molecule is a lathyrane diterpenoid isolated from the roots of Euphorbia micractina. It has a role as a vasodilator agent. It is a lathyrane diterpenoid and a benzoate ester.